C1(=CC=CC=C1)P(O)(O)C1=CC=CC=C1.C(C1=CC=CC=C1)(=O)O.CC(C)(C#CC(C)(O)C)O 2,5-dimethyl-hex-3-yne-2,5-diol benzoate Diphenylphosphonite